C(C)N(C(C(=O)O)=O)C(=O)OC(C)(C)C ethyl-N-BOC-oxalamic acid